(R)-3-(4-methylphenyl)-β-alanine CC1=CC=C(C=C1)[C@H](N)CC(=O)O